7-methoxy-2-methyl-1,2,3,4-tetrahydroacridine-9-carboxylic acid COC1=CC=C2N=C3CCC(CC3=C(C2=C1)C(=O)O)C